C[Na] methyl-sodium